NC=1SC(=C(N1)C=1C=C(C#N)C=CC1)C=1C=C2C=NN(C2=C(C1)C)C 3-[2-amino-5-(1,7-dimethylindazol-5-yl)thiazol-4-yl]benzonitrile